FC1=C(C=CC=2C3=C(C(NC12)=O)OC=C3)CN3CCN(CC3)C=3C(=NC(=CC3)C(NCC(F)F)=O)F 6-fluoro-7-((4-(2-fluoro-6-(2,2-difluoroethylcarbamoyl)pyridin-3-yl)piperazin-1-yl)methyl)furo[2,3-c]quinolin-4(5H)-one